ClC1=CC=C(C(=N1)C)N[C@H](C)C=1C=C(C=C2C(C(=C(OC12)SCC)C)=O)C 8-[(1R)-1-[(6-Chloro-2-methyl-3-pyridyl)amino]ethyl]-2-ethylsulfanyl-3,6-dimethyl-chromen-4-one